C(#N)C1=C(C=C(C=C1)N1N=C(C=C1)CCNC(C1=CC=C(C=C1)C#N)=O)C(F)(F)F N-(2-(1-(4-cyano-3-(trifluoromethyl)phenyl)-1H-pyrazol-3-yl)ethyl)-4-cyanobenzamide